C(C)(C)(C)OC(=O)N[C@@H](COC=1C(=C(C=CC1)CCCCC(=O)O)Cl)CCC(N)=O 5-[3-[(2R)-2-[(tert-butoxycarbonyl)amino]-4-carbamoylbutoxy]-2-chlorophenyl]pentanoic acid